BrC1=CN(C=2C=NN(C(C21)=O)CC2=CC=C(C=C2)OC)COCC[Si](C)(C)C 3-bromo-5-(4-methoxybenzyl)-1-((2-(trimethylsilyl)ethoxy)methyl)-1,5-dihydro-4H-pyrrolo[2,3-d]pyridazin-4-one